CSCC[C@@H](C(=O)O)NC(=O)O The molecule is a non-proteinogenic L-alpha-amino acid that is L-methionine in which one of the hydrogens attached to the amino group bas been replaced by a carboxy group. It is a L-methionine derivative and a non-proteinogenic L-alpha-amino acid. It is a conjugate acid of a N-carboxy-L-methionine(2-).